C1(=CC=CC=C1)C1NC2=CC=C(C=C2CC1)C(F)(F)F 2-phenyl-6-(trifluoromethyl)-1,2,3,4-tetrahydroquinoline